6-(1-methyl-1H-pyrazol-4-yl)pyrazolo[1,5-a]pyrazine-3-carboxylic acid CN1N=CC(=C1)C=1N=CC=2N(C1)N=CC2C(=O)O